(2S,4R)-N-((R)-1-(4-carbamimidoylthiophen-2-yl)ethyl)-4-(difluoromethoxy)-1-((4-(p-tolyloxy)benzoyl)glycyl)pyrrolidine-2-carboxamide C(N)(=N)C=1C=C(SC1)[C@@H](C)NC(=O)[C@H]1N(C[C@@H](C1)OC(F)F)C(CNC(C1=CC=C(C=C1)OC1=CC=C(C=C1)C)=O)=O